4,12-Di-n-butyl-2,2,10-trimethyl-1,7,9,15-tetraoxa-4,12-diaza-8-stannaspiro[7.7]pentadecan C(CCC)N1CC(O[Sn]2(OCC1)OC(CN(CCO2)CCCC)C)(C)C